4-bromo-1,10-phenanthroline BrC1=CC=NC2=C3N=CC=CC3=CC=C12